N1C(NCC2=CC=CC=C12)=S dihydroquinazolinethione